N-(2-(trifluoromethyl)phenyl)furan-2-carboxamide FC(C1=C(C=CC=C1)NC(=O)C=1OC=CC1)(F)F